C(C)(C)(C)/C(=C/C(C(C)(C)C)=O)/O[Mn](O\C(=C/C(C(C)(C)C)=O)\C(C)(C)C)O\C(=C/C(C(C)(C)C)=O)\C(C)(C)C tris[(Z)-1-tertbutyl-4,4-dimethyl-3-oxo-pent-1-enoxy]manganese